3,4-dihydroxyLphenylalanine OC=1C=C(C[C@H](N)C(=O)O)C=CC1O